ClC=1C=C(C=CC1)[C@H](C)OC1=C(C=CC(=C1)B1OC(C(O1)(C)C)(C)C)NS(=O)(=O)C(F)F (S)-N-(2-(1-(3-chlorophenyl)ethoxy)-4-(4,4,5,5-tetramethyl-1,3,2-dioxaborolan-2-yl)phenyl)-1,1-difluoromethanesulfonamide